O1CC=CC2=CC=C(C=C12)N 2H-chromen-7-amine